tri(cyclopentadienyl)cerium (III) C1(C=CC=C1)[Ce](C1C=CC=C1)C1C=CC=C1